2-[[2-[(2-chloro-3-pyridinyl)oxy]acetyl]-methyl-hydrazono]propionic acid ethyl ester C(C)OC(C(C)=NN(C)C(COC=1C(=NC=CC1)Cl)=O)=O